COC(CN1C(C=2N(CC1C(=O)NC1CCCCC1)C=C(C(C2O)=O)C(=O)O)=O)OC (2,2-Dimethoxyethyl)-3-cyclohexylaminocarbonyl-9-hydroxy-1,8-dioxo-1,3,4,8-tetrahydro-2H-pyrido[1,2-a]pyrazine-7-carboxylic acid